FC=1C(=C(C=CC1F)C1CCN(CC1)C(CN1N=C(C2=C1CCC2)C(=O)N2C[C@H](O[C@H](C2)C)C)=O)C 1-[4-(3,4-difluoro-2-methylphenyl)piperidin-1-yl]-2-{3-[(2R,6S)-2,6-dimethylmorpholine-4-carbonyl]-5,6-dihydrocyclopenta[c]pyrazol-1(4H)-yl}ethan-1-one